1-(3-Fluorobenzyl)-4-(Piperazin-1-Yl)-2-(Trifluoromethyl)-1H-Benzimidazole FC=1C=C(CN2C(=NC3=C2C=CC=C3N3CCNCC3)C(F)(F)F)C=CC1